2-hydroxy-1,3-dimethyl-9H-thioxanthen-9-one OC1=C(C=2C(C3=CC=CC=C3SC2C=C1C)=O)C